1,2-dichloro-3-iodo-4-methoxybenzene ClC1=C(C(=C(C=C1)OC)I)Cl